[Si](C)(C)(C(C)(C)C)OCC=1N=C(SC1C(=O)OCC)C1C(C1)(F)F ethyl 4-(((tert-butyldimethylsilyl)oxy)methyl)-2-(2,2-difluorocyclopropyl)thiazole-5-carboxylate